N1=C(C=CC=C1)C=1C=NN(C1)[C@@H]1C[C@H](C1)CN (trans-3-(4-(pyridin-2-yl)-1H-pyrazol-1-yl)cyclobutyl)methanamine